1-(methoxymethyl)-2-oxabicyclo[2.1.1]hexan COCC12OCC(C1)C2